FC=1C=C(C=C(C1[Si](C)(C)C)F)NC(C(C1CCOCC1)N(C(CCCC(=O)O)=O)C)=O 5-((2-((3,5-difluoro-4-(trimethylsilyl)phenyl)amino)-2-oxo-1-(tetrahydro-2H-pyran-4-yl)ethyl)(methyl)amino)-5-oxopentanoic acid